Butyl-4,4-di(tert.-butylperoxy)valerat C(CCC)OC(CCC(C)(OOC(C)(C)C)OOC(C)(C)C)=O